FC=1C=C(C=C(C1OC(F)(F)F)N[C@@H](C)C1(CCNCC1)C)C1=NNC(O1)=O 5-[3-Fluoro-5-{[(1S)-1-(4-methylpiperidin-4-yl)ethyl]amino}-4-(trifluoromethoxy)phenyl]-1,3,4-oxadiazol-2(3H)-one